N[C@H](C)C=1C=C(C=C2C(N(C(=NC12)C1(CC1)C#N)C)=O)C (R)-1-(8-(1-aminoethyl)-3,6-dimethyl-4-oxo-3,4-dihydroquinazolin-2-yl)cyclopropane-1-carbonitrile